N[C@H](C(=O)N(C)[C@H]([C@@H](CC(=O)OC(C)(C)C)OC)[C@H](CC)C)C(C)C (3R,4S,5S)-tert-Butyl 4-((S)-2-Amino-N,3-dimethylbutanamido)-3-methoxy-5-methylheptanoate